C(CCC)C1(CC=C(C=C1)C)C 4-n-butyl-para-xylene